1-(4-methylpent-3-en-1-yl)-1H-indole-2-carboxylic acid CC(=CCCN1C(=CC2=CC=CC=C12)C(=O)O)C